ClC=1C=CC(=C(N)C1)C=1C=NC=2N(C1)C=C(N2)COC2=CC=C(C=C2)F 5-chloro-2-[2-[(4-fluorophenoxy)methyl]imidazo[1,2-a]pyrimidin-6-yl]aniline